2-bromo-5-(3,6-dihydro-2H-pyran-4-yl)benzaldehyde BrC1=C(C=O)C=C(C=C1)C=1CCOCC1